C(C1=CC=CC=C1)OC1=NC(=CC=C1C1=NC=C(C(=C1)F)N1CCC(CC1)CN(C1CCC(CC1)NC(OC(C)(C)C)=O)C)OCC1=CC=CC=C1 tert-butyl ((1r,4r)-4-(((1-(2',6'-bis(benzyloxy)-4-fluoro-[2,3'-bipyridin]-5-yl)piperidin-4-yl)methyl)(methyl)amino)cyclohexyl)carbamate